(4-amino-5-fluoro-2-hydroxy-3-nitrophenyl)ethan-1-one NC1=C(C(=C(C=C1F)C(C)=O)O)[N+](=O)[O-]